C(C)(C)(C)OC(=O)NC1CCN(CC1)C1=C(C(=O)OC)C(=CC(=N1)Cl)C#N methyl 2-(4-((tert-butoxycarbonyl) amino) piperidin-1-yl)-6-chloro-4-cyanonicotinate